3-Bromo-5-[(2,2-dichloro-cyclopropyl)oxy]benzoic acid BrC=1C=C(C(=O)O)C=C(C1)OC1C(C1)(Cl)Cl